3-(3-bromopropoxy)-4-(benzenesulfonyl)-1,2,5-oxadiazole BrCCCOC1=NON=C1S(=O)(=O)C1=CC=CC=C1